(1R,3S)-3-((4-([1,1'-biphenyl]-3-yl)-5-fluoropyrimidin-2-yl)amino)cyclohexane-1-carboxylic acid C1(=CC(=CC=C1)C1=NC(=NC=C1F)N[C@@H]1C[C@@H](CCC1)C(=O)O)C1=CC=CC=C1